C(C)(C)OC1=NC=CC(=C1)NC(=O)C=1C=NN(C1C(F)(F)F)C1=C2C=CNC(C2=CC=C1)=C=O N-(2-isopropoxypyridin-4-yl)-1-(1-carbonyl-1,2-dihydroisoquinolin-5-yl)-5-(trifluoromethyl)-1H-pyrazole-4-carboxamide